2-(4-chlorophenyl)-N-(2-(2-hydroxyethyl)-5-(trifluoromethyl)thiophen-3-yl)acetamide ClC1=CC=C(C=C1)CC(=O)NC1=C(SC(=C1)C(F)(F)F)CCO